Cl.N[C@@H]1CN(C[C@H](C1)C)C1=CC(=NC=C1C=1C=NN(C1)C(F)F)NC1=NC(=NC=C1)C1=C(C=CC=C1OC)F N-(4-((3S,5S)-3-amino-5-methylpiperidin-1-yl)-5-(1-(difluoromethyl)-1H-pyrazol-4-yl)pyridin-2-yl)-2-(2-fluoro-6-methoxyphenyl)pyrimidin-4-amine hydrochloride